Racemic-ethyl-5-(2,4-difluorophenyl)-2-((methyl(2,2,2-trifluoroethyl)amino)methyl)-3,4-dihydro-2H-pyrano[2,3-b]pyridine-7-carboxylate C(C)OC(=O)C1=CC(=C2C(=N1)O[C@H](CC2)CN(CC(F)(F)F)C)C2=C(C=C(C=C2)F)F |r|